5-(6-chloro-1-{[2-(trimethylsilyl)ethoxy]methyl}pyrazolo[3,4-b]pyridin-3-yl)-4-cyclopropoxy-6-methoxypyrimidine ClC1=CC=C2C(=N1)N(N=C2C=2C(=NC=NC2OC)OC2CC2)COCC[Si](C)(C)C